ClC1=C(C=C(CN2N=C3N([C@H](CCC3)C(=O)N3CC(CC3)(F)F)C2=O)C=C1)C(F)(F)F |r| (5RS)-2-[4-Chloro-3-(trifluoromethyl)benzyl]-5-[(3,3-difluoropyrrolidin-1-yl)carbonyl]-5,6,7,8-tetrahydro[1,2,4]triazolo[4,3-a]pyridin-3(2H)-one